C(C)(=O)OCOC(=O)C=1C(NC(C1)(CC)CC)(CC)CC 3-acetoxymethoxycarbonyl-2,2,5,5-tetraethyl-2,5-dihydro-1H-pyrrole